N1(CCC1)C1=NC=C(C=N1)[C@@H](C)N1N=CC(=C1)NC(=O)C1=NC(=CN=C1)C1=C(C=CC(=C1)OC)N1N=NN=C1 |o1:10| (R or S)-N-(1-(1-(2-(Azetidin-1-yl)pyrimidin-5-yl)ethyl)-1H-pyrazol-4-yl)-6-(5-methoxy-2-(1H-tetrazol-1-yl)phenyl)pyrazine-2-carboxamide